NC1=CC=[NH+]C=C1 4-amino-1-pyridinium